tetrahydroxyphenyl-zinc OC=1C(=C(C(=C(C1)[Zn])O)O)O